C(C)C1=NN=C2N1C1=C(C(=C(C=C1NC2(C)C)F)C2=C1C=CN(C1=CC=C2)CCOC)C 1-ethyl-7-fluoro-8-[1-(2-methoxy-ethyl)-1H-indol-4-yl]-4,4,9-trimethyl-5H-[1,2,4]triazolo[4,3-a]quinoxaline